(((1S,5S)-3-benzyl-5-(trifluoromethyl)-3-azabicyclo[3.1.0]hex-1-yl)methyl)carbamic acid tert-butyl ester C(C)(C)(C)OC(NC[C@]12CN(C[C@@]2(C1)C(F)(F)F)CC1=CC=CC=C1)=O